1-{(3R)-3-[8-amino-1-(2-fluoro-4-{[4-(trifluoromethyl)pyridin-2-yl]carbamoyl}phenyl)imidazo[1,5-a]pyrazin-3-yl]piperidin-1-yl}cyclopropanecarboxylic acid NC=1C=2N(C=CN1)C(=NC2C2=C(C=C(C=C2)C(NC2=NC=CC(=C2)C(F)(F)F)=O)F)[C@H]2CN(CCC2)C2(CC2)C(=O)O